O=C1NC(CCC1NC(=O)C1=CC=2C(S1)=CSC2)=O N-(2,6-dioxopiperidin-3-yl)thieno[3,4-b]thiophene-2-carboxamide